C(C)(C)(C)OC(NC1=CNC2=CC=C(C=C12)C=1C=NN(C1)C1=CC=C(C=C1)CC)=O (5-(1-(4-ethylphenyl)-1H-pyrazol-4-yl)-1H-indol-3-yl)carbamic acid tert-butyl ester